ClC1=C(N=C2N(C1=O)C=C(N=C2C2=C(C=C(C=C2)F)F)[C@@H]2C[C@H](OCC2)C=2C=NN(C2)C2CC2)C 3-chloro-7-((2S,4S)-2-(1-cyclopropyl-1H-pyrazol-4-yl)tetrahydro-2H-pyran-4-yl)-9-(2,4-difluorophenyl)-2-methyl-4H-pyrazino[1,2-a]pyrimidin-4-one